(phenyl)(cyclohexyl)methylene(cyclopentadienyl)(2,7-di-tert-butylfluoren-9-yl)zirconium dichloride [Cl-].[Cl-].C1(=CC=CC=C1)C(=[Zr+2](C1C2=CC(=CC=C2C=2C=CC(=CC12)C(C)(C)C)C(C)(C)C)C1C=CC=C1)C1CCCCC1